(S)-1-(4-(2-(3,5-dichloro-4-((S)-3-chloro-2-hydroxypropoxy)phenyl)propan-2-yl)phenoxy)-3-isopropoxypropan-2-yl acetate C(C)(=O)O[C@H](COC1=CC=C(C=C1)C(C)(C)C1=CC(=C(C(=C1)Cl)OC[C@@H](CCl)O)Cl)COC(C)C